C(C=C)(=O)N1CC(C1)(C(=O)N1CCC(CC1)N1N=CC(=C1)C=1C=C(C=2N(C1)N=CC2C#N)OC)C#N 6-(1-(1-(1-acryloyl-3-cyanoazetidine-3-carbonyl)piperidin-4-yl)-1H-pyrazol-4-yl)-4-methoxypyrazolo[1,5-a]pyridine-3-carbonitrile